FC(C1=C(C=CC=C1)NN)(F)F 2-trifluoromethyl-phenylhydrazine